C12CN(CC(N1)C2)C2=NC1=C(C=3N2C=CN3)C(=CN1)C1=C(C3=CN(N=C3C=C1)C)Cl 5-(3,6-diazabicyclo[3.1.1]heptan-3-yl)-9-(4-chloro-2-methyl-2H-indazol-5-yl)-7H-imidazo[1,2-c]pyrrolo[3,2-e]pyrimidine